N=1SN=C2C1C=C(C=C2)NC(N)=NC#N 3-(benzo[c][1,2,5]thiadiazol-6-yl)-2-cyanoguanidine